C(C=C)SCC(=O)C1=CC2=CC=CC=C2C=C1 2-allylsulfanyl-1-(naphthalen-2-yl)ethan-1-one